5-{1-[(2,2-Dimethylcyclopropyl)methyl]-1H-pyrazol-4-yl}-6-(3-methoxycinnolin-7-yl)pyridin-2-carbonitril CC1(C(C1)CN1N=CC(=C1)C=1C=CC(=NC1C1=CC=C2C=C(N=NC2=C1)OC)C#N)C